FC(C1=NN=C(O1)C1=CN=C(S1)CN(S(=O)(=O)C)C=1C=NN(C1)CCC)F N-({5-[5-(difluoromethyl)-1,3,4-oxadiazol-2-yl]-1,3-thiazol-2-yl}methyl)-N-(1-propyl-1H-pyrazol-4-yl)methanesulfonamide